BrC1=C(C=CC=C1)NC(=O)NC(C1=C(C=C(C=C1)C1CC1)F)=O N-((2-bromophenyl)carbamoyl)-4-cyclopropyl-2-fluorobenzamide